hexyl 3-ethyl-12-(11-(hexyloxy)-11-oxoundecyl)-8-oxo-9-oxa-3,7,12-triazatricosan-23-oate C(C)N(CC)CCCNC(OCCN(CCCCCCCCCCC(=O)OCCCCCC)CCCCCCCCCCC(=O)OCCCCCC)=O